NC1=NC(=C(C=C1C=1C=C2CCNC(C2=CC1)=O)C1=CC(=C(C=C1)N1CCOCC1)CN1CC(C1)OC)F 6-(2-amino-6-fluoro-5-(3-((3-methoxyazetidin-1-yl)methyl)-4-morpholinophenyl)pyridin-3-yl)-3,4-dihydroisoquinolin-1(2H)-one